O[C@H]1CC=2C(=NC=C(C2)C(=O)O)OC1(C)C (3S)-3-hydroxy-2,2-dimethyl-3,4-dihydropyrano[2,3-b]pyridine-6-carboxylic acid